fluoro-2-methylpropane FCC(C)C